COC=1C=CC2=C(C(=NS2(=O)=O)NC)C1 5-methoxy-N-methyl-1,1-dioxo-1,2-benzothiazol-3-amine